3-fluoro-4-methoxycarbonyl-phenyl-pinacol borate B(O)(O)O.FC=1C=C(C=CC1C(=O)OC)CC(O)(C)C(C)(C)O